ClC1=CC=C(C(=N1)C=1C=CC(=NC1)C(=O)NC)NC(C)C=1C=2C3=C(N(C(C2C=C(C1)C)=O)C)N(N=C3)C3CCN(CC3)C 5-[6-chloro-3-[1-[4,7-dimethyl-3-(1-methyl-4-piperidinyl)-5-oxo-pyrazolo[3,4-c]isoquinolin-9-yl]ethylamino]-2-pyridinyl]-N-methyl-pyridine-2-carboxamide